Cl.N1(CCNCC1)C=1C=CC=2N(C1)C(=CN2)N2C(NC(CC2)=O)=O 1-(6-(Piperazin-1-yl)imidazo[1,2-a]pyridin-3-yl)dihydropyrimidine-2,4(1H,3H)-dione hydrochloride